calcium pentadecyl benzenesulfonate C1(=CC=CC=C1)S(=O)(=O)OCCCCCCCCCCCCCCC.[Ca]